p-methylsulfonyl-phenylserinol CS(=O)(=O)C1=CC=C(C=C1)NC(CO)CO